tert-butyl (1S,4S)-5-[4-[2-fluoro-3-(trifluoromethyl)anilino]pyrido[3,2-d]pyrimidin-6-yl]-2,5-diazabicyclo[2.2.1]heptane-2-carboxylate FC1=C(NC=2C3=C(N=CN2)C=CC(=N3)N3[C@@H]2CN([C@H](C3)C2)C(=O)OC(C)(C)C)C=CC=C1C(F)(F)F